(3-Aminopropyl)-trimethoxysilane NCCC[Si](OC)(OC)OC